C1=CC=CC=2C3=CC=CC=C3C(C12)COC(=O)N([C@H](C(=O)OC(C)(C)C)CC(=O)ON1C(C2=CC=CC=C2C1=O)=O)C 1-O-tert-butyl 4-O-(1,3-dioxoisoindol-2-yl) (2S)-2-[9H-fluoren-9-ylmethoxycarbonyl(methyl)amino]butanedioate